N1=NNC2=NC(=CC=C21)C=2C=C(C(=O)NC1=C(C=C(C=C1)COCC1=CC=CC=C1)C)C=CC2 3-(3H-[1,2,3]Triazolo[4,5-b]pyridin-5-yl)-N-(4-((benzyloxy)methyl)-2-methylphenyl)benzamide